NC1=NC(=NC(=C1Cl)C1CC1)C1=C(C=C2C(N(C=NC2=C1)CCC[C@H](COC(F)F)NC=1C=NNC(C1C(F)(F)F)=O)=O)F (R)-7-(4-amino-5-chloro-6-cyclopropylpyrimidin-2-yl)-3-(5-(difluoromethoxy)-4-((6-oxo-5-(trifluoromethyl)-1,6-dihydropyridazin-4-yl)amino)pentyl)-6-fluoroquinazolin-4(3H)-one